3-Fluoro-4-[(r)-2-hydroxy-2-(5,5,8,8-tetramethyl-5,6,7,8-tetrahydro-naphthalen-2-yl)-acetylamino]-benzoic acid FC=1C=C(C(=O)O)C=CC1NC([C@@H](C1=CC=2C(CCC(C2C=C1)(C)C)(C)C)O)=O